1-methyl-N-(2-(2-(trifluoromethyl)pyrimidin-4-yl)-1H-pyrrolo[3,2-c]pyridin-6-yl)-1H-pyrazole-4-carboxamide CN1N=CC(=C1)C(=O)NC1=CC2=C(C=N1)C=C(N2)C2=NC(=NC=C2)C(F)(F)F